4,5-dimethyl-2-(tributylstannyl)pyridine CC1=CC(=NC=C1C)[Sn](CCCC)(CCCC)CCCC